18-((3aS,4S,6aR)-2-Oxohexahydro-1H-thieno[3,4-d]imidazol-4-yl)-4,7,10-trioxa-13-thiaoctadecanoic acid O=C1N[C@H]2[C@@H](N1)CS[C@H]2CCCCCSCCOCCOCCOCCC(=O)O